BrC(C)C1=C(C=C(C=C1)C(F)(F)F)F 1-(1-bromoethyl)-2-fluoro-4-(trifluoromethyl)benzene